2-([1,1'-biphenyl]-4-yl)-6-chlorobenzo[d]oxazole C1(=CC=C(C=C1)C=1OC2=C(N1)C=CC(=C2)Cl)C2=CC=CC=C2